7-oxaspiro[3.5]nonan-2-one C1C(CC12CCOCC2)=O